α,α-dimethyl-enanthic acid CC(C(=O)O)(CCCCC)C